(S)-tert-butyl 2-((4-(6-((1-(difluoromethyl)-1H-indazol-6-yl) methoxy) pyridin-2-yl) piperidin-1-yl) methyl)-1-(oxetan-2-ylmethyl)-1H-benzo[d]imidazole-6-carboxylate FC(N1N=CC2=CC=C(C=C12)COC1=CC=CC(=N1)C1CCN(CC1)CC1=NC2=C(N1C[C@H]1OCC1)C=C(C=C2)C(=O)OC(C)(C)C)F